S1C=NC=C1.S1C=NC=C1.[Cu] copper bisthiazole